5-{2-[4-methoxy-2-(7-methylquinoline-8-sulfonamido)phenyl]ethynyl}pyridine-2-carboxylic acid COC1=CC(=C(C=C1)C#CC=1C=CC(=NC1)C(=O)O)NS(=O)(=O)C=1C(=CC=C2C=CC=NC12)C